13-chloro-10-[2,6-difluoro-4-({2-[(2-hydroxyethyl)amino]ethyl}amino)phenyl]-8-ethyl-4-fluoro-15-methoxy-6,8,10-triazatricyclo[9.4.0.02,7]pentadeca-1(11),2(7),3,5,12,14-hexaen-9-one ClC1=CC=2N(C(N(C=3N=CC(=CC3C2C(=C1)OC)F)CC)=O)C1=C(C=C(C=C1F)NCCNCCO)F